C(C)(C)(C)OC(N[C@H]1C2=C(C=CC(=C2CC12CCN(CC2)C2=CN=C1C(=N2)N(N=C1I)C1OCC1)F)F)=O N-[(3R)-4,7-difluoro-1'-[3-iodo-1-(oxetan-2-yl)-1H-pyrazolo[3,4-b]pyrazin-6-yl]-1,3-dihydrospiro[inden-2,4'-piperidin]-3-yl]carbamic acid tert-butyl ester